9-((1s,4s)-4-(aminomethyl)cyclohexyl)-N2-(1-methylcyclopentyl)-N8-(3-(trifluoromethyl)phenyl)-9H-purine-2,8-diamine NCC1CCC(CC1)N1C2=NC(=NC=C2N=C1NC1=CC(=CC=C1)C(F)(F)F)NC1(CCCC1)C